ClC1=NC(=NC(=C1)C#N)N1CCN(CC1)[S@@](=O)(=N)C1=CC=C(C=C1)NC(C1=C(C=CC=C1)N(S(=O)(=O)C)C)=O (S)-N-(4-(4-(4-chloro-6-cyanopyrimidin-2-yl)piperazine-1-sulfonimidoyl)phenyl)-2-(N-methylmethylsulfonamido)benzamide